2-(7-((2S,5R)-4-(1-(2-methoxyquinoxalin-6-yl)ethyl)-2,5-dimethylpiperazin-1-yl)-4-methyl-5-oxo-4,5-dihydro-2H-pyrazolo[4,3-b]pyridin-2-yl)acetonitrile COC1=NC2=CC=C(C=C2N=C1)C(C)N1C[C@@H](N(C[C@H]1C)C=1C=2C(N(C(C1)=O)C)=CN(N2)CC#N)C